1-(1-hydroxy-4-phenyl-2-naphthyl)formaldehyde OC1=C(C=C(C2=CC=CC=C12)C1=CC=CC=C1)C=O